2-[(4S)-2,2,4-trimethylpyrrolidin-1-yl]Pyridine-3-carboxylic acid CC1(N(C[C@H](C1)C)C1=NC=CC=C1C(=O)O)C